5-chloro-7-fluoro-6-(3-hydroxy-1-naphthalenyl)-2,1-benzothiazol ClC=1C(=C(C=2C(=CSN2)C1)F)C1=CC(=CC2=CC=CC=C12)O